2-morpholinoethyl ((4-aminophenyl)(imino)methyl)carbamate NC1=CC=C(C=C1)C(=N)NC(OCCN1CCOCC1)=O